methyl N-(N-(tert-butoxycarbonyl)-N-methyl-D-alanyl)-N-methyl-L-valinate C(C)(C)(C)OC(=O)N([C@H](C)C(=O)N([C@@H](C(C)C)C(=O)OC)C)C